2-diethylamino-1-methyl-3,4-diethyl-1,4,5,6-tetrahydropyrimidinium C(C)N(C1[NH+](CCC(N1CC)CC)C)CC